Cl.CC(C)S(=O)(=O)N propane-2-sulfonamide hydrogen chloride